3-(3-(difluoromethyl)-4-fluorophenyl)-1-(8-fluoro-6-oxo-1,4,5,6-tetrahydro-2H-pyrano[3,4-c]isoquinolin-1-yl)-1-methylurea FC(C=1C=C(C=CC1F)NC(N(C)C1COCC=2NC(C=3C=C(C=CC3C21)F)=O)=O)F